O1CCN(CC1)C1=CC(NC(=N1)N1[C@@H](CCCCC1)CC1=CSC=C1)=O (S)-6-morpholino-2-(2-(thiophen-3-ylmethyl)azepan-1-yl)pyrimidin-4(3H)-one